CC=1N(C=CN1)C(C)(C#C)C 2-methyl-1-(2-methylbut-3-yn-2-yl)-1H-imidazole